FC1(CNCC1C1=CC=CC(=C1)C1=NN2C(N=CC=C2C2=NN(N=C2)C)=C1C(=O)N1[C@@H](C2=CC=CC=C2CC1)C)S(=O)(=O)N 3-fluoro-4-(5-(((R)-1-methyl-1,2,3,4-tetrahydroisoquinoline-2-carbonyl)-7-(2-methyl-2H-1,2,3-triazol-4-yl)pyrazolo[1,5-a]pyrimidin-2-yl)phenyl)pyrrolidine-3-sulfonamide